diethylaminoethyl 2-(p-isobutylphenyl)propionate HCl salt Cl.C(C(C)C)C1=CC=C(C=C1)C(C(=O)OCCN(CC)CC)C